t-butyl-ascorbate C(C)(C)(C)OC1=C(C(=O)O[C@@H]1[C@@H](O)CO)O